3-(3-cyclobutylphenyl)-N-methylcyclobutan-1-amine C1(CCC1)C=1C=C(C=CC1)C1CC(C1)NC